pentylamine carbonate C(O)(O)=O.C(CCCC)N